ClC1=NC=CC=C1SC1=NC2=CC=C(C=C2C=C1)[N+](=O)[O-] 2-((2-chloropyridin-3-yl)thio)-6-nitroquinoline